Cl.C(C)OC(=O)C1=CC(=NC=C1)CCl 4-ethoxycarbonyl-2-chloromethylpyridine hydrochloride